C(C)(C)(C)OC(=O)N(CC(=O)O)CCOC(C(C)N(CCOC)C(=O)OC(C)(C)C)=O 2-[tert-butoxycarbonyl-[2-[2-[tert-butoxycarbonyl(2-methoxyethyl)amino]propanoyl-oxy]ethyl]amino]acetic acid